3-[[4-[(2R)-2-[(6-tert-Butoxycarbonyl-6-azaspiro[3.5]nonan-2-yl)amino]-4,4-dimethyl-pentoxy]-6-(2,6-dimethylphenyl)pyrimidin-2-yl]sulfamoyl]benzoic acid C(C)(C)(C)OC(=O)N1CC2(CC(C2)N[C@@H](COC2=NC(=NC(=C2)C2=C(C=CC=C2C)C)NS(=O)(=O)C=2C=C(C(=O)O)C=CC2)CC(C)(C)C)CCC1